O1C(=CC=C1)C1=NC=C(C(=C1)NC1=NC=NC2=CC(=C(C=C12)OC1CCN(CC1)C(C=C)=O)OC)OC 1-(4-((4-((2-(furan-2-yl)-5-methoxypyridin-4-yl)amino)-7-methoxy-quinazolin-6-yl)oxy)piperidin-1-yl)prop-2-en-1-one